C1(C=CC(N1C(CON1C(CCC1=O)=O)C)=O)=O N-β-maleimidopropyl-oxysuccinimide